(5R*)-tert-Butyl 5-((2,2-difluoroethoxy)methyl)-5,6,9,10-tetrahydro-4H-isoxazolo[3,4-c]pyrido[4',3':3,4]pyrazolo[1,5-a]azepine-11(12H)-carboxylate FC(COC[C@@H]1CC=2C(C=3N(C1)N=C1C3CN(CC1)C(=O)OC(C)(C)C)=NOC2)F |o1:5|